ethyl-2,4-dimethyl-valerate C(C)OC(C(CC(C)C)C)=O